FC(OC=1C=NC(=NC1)N[C@@H]1C[C@H](CC1)NC1=CC=C(C=N1)C1=CN=C2N(C1=O)C=CC=C2)F 3-(6-(((1S,3S)-3-((5-(difluoromethoxy)pyrimidin-2-yl)amino)cyclopentyl)amino)pyridin-3-yl)-4H-pyridino[1,2-a]pyrimidin-4-one